CC1(CNC2=C(O1)C=CC=N2)C 2,2-dimethyl-2H,3H,4H-pyrido[3,2-b][1,4]oxazine